ClC1=CN=CC(=N1)NC=1N=CC=2CCC3=C(C2C1F)NC1=C3C(NCC1)=O 2-((6-chloropyrazin-2-yl)amino)-1-fluoro-5,6,8,9,10,11-hexahydro-7H-pyrido[3',4':4,5]pyrrolo[2,3-f]isoquinolin-7-one